C1(CCC1)C1=CN=C(S1)C=1C=C(C(=O)N[C@H](C)C=2N=NC(=CC2)C)C=C(C1)O[C@H]1COCC1 3-(5-cyclobutyl-1,3-thiazol-2-yl)-N-[(1R)-1-(6-methylpyridazin-3-yl)ethyl]-5-[(3R)-tetrahydrofuran-3-yloxy]benzamide